2-(methoxydimethylsilyl)furan CO[Si](C=1OC=CC1)(C)C